ClC=1C=C(C=CC1)[C@@H](NC(=O)C1CC2(C1)C(N(CC2)COCC[Si](C)(C)C)=O)C2CCCC2 (S)-N-((3-chlorophenyl)(cyclopentyl)methyl)-5-oxo-6-((2-(trimethylsilyl)ethoxy)methyl)-6-azaspiro[3.4]octane-2-carboxamide